N2-(3-(5-(1-cyclopropyl-3,3-difluoro-piperidin-4-yloxy)pyridin-2-yl)-1,2,4-thiadiazol-5-yl)-N3,N3-dimethyl-pyridine-2,3-diamine C1(CC1)N1CC(C(CC1)OC=1C=CC(=NC1)C1=NSC(=N1)NC1=NC=CC=C1N(C)C)(F)F